2-chloro-N1-(4-(1-cyclopropyl-5-fluoro-1H-indol-3-yl)pyrimidin-2-yl)-N4-(2-(dimethylamino)ethyl)-N4-methyl-5-nitrobenzene-1,4-diamine ClC1=C(C=C(C(=C1)N(C)CCN(C)C)[N+](=O)[O-])NC1=NC=CC(=N1)C1=CN(C2=CC=C(C=C12)F)C1CC1